5-[2-fluoro-5-(methoxymethoxy)-4-(4,4,5,5-tetramethyl-1,3,2-dioxaborolan-2-yl)phenyl]-2-methylpyridine FC1=C(C=C(C(=C1)B1OC(C(O1)(C)C)(C)C)OCOC)C=1C=CC(=NC1)C